N-(methyl(oxo)(4-(trifluoromethyl)benzyl)-λ6-sulfaneylidene)-4-(5-(trifluoromethyl)-1,2,4-oxadiazol-3-yl)benzamide CS(=NC(C1=CC=C(C=C1)C1=NOC(=N1)C(F)(F)F)=O)(CC1=CC=C(C=C1)C(F)(F)F)=O